C(#N)CNC(C(=O)O)C 2-[(CYANOMETHYL)AMINO]PROPANOIC ACID